OC[C@H]1O[C@H](O)[C@H]([18F])[C@@H](O)[C@@H]1O 18F-fluorodeoxyglucose